N,N,4-trimethyl-4,6,7,8-tetrahydroimidazo[1,2-a][1,3,5]triazin-2-amine hydrochloride Cl.CN(C=1N=C2N(C(N1)C)CCN2)C